CC=1C=C(C=C(C1)C)NC1=NC=CC(=N1)C1=NN(C(=C1)C(=O)N[C@H](CO)C(C)C)C 3-{2-[(3,5-dimethylphenyl)amino]pyrimidin-4-yl}-N-[(2S)-1-hydroxy-3-methylbutan-2-yl]-1-methyl-1H-pyrazole-5-carboxamide